(5-(3-chloropyridin-2-yl)-4,5-dihydro-1H-pyrazol-1-yl)(4-(4-(3,5-dimethyl-1H-1,2,4-triazol-1-yl)-5-fluoropyrimidin-2-yl)piperazin-1-yl)methanone ClC=1C(=NC=CC1)C1CC=NN1C(=O)N1CCN(CC1)C1=NC=C(C(=N1)N1N=C(N=C1C)C)F